O=[S@@]1CCC=2N=C(N=C(C21)N[C@H]2CN(CC2)C(=O)OC)N2CC(C2)C2=CC=CC=C2 Methyl (3R)-3-(((5R)-5-Oxido-2-(3-phenylazetidin-1-yl)-6,7-dihydrothieno[3,2-d]pyrimidin-4-yl)amino)pyrrolidine-1-carboxylate